naphtho[2,1-b]benzofuran-11-ol C1=CC=CC=2C=CC=3OC4=C(C3C12)C(=CC=C4)O